C(C(=O)[O-])(=O)[O-].[PH4+].[PH4+] phosphonium oxalat